5-bromo-3-(trifluoromethyl)pyridin-2-ol BrC=1C=C(C(=NC1)O)C(F)(F)F